C(C)(C)(C)OC(=O)N[C@@H](C(=O)O)CCCN1C(C2=CC(=C(C=C2C=C1)C1=NC=C(C=N1)C(F)(F)F)F)=O (2R)-2-(tert-butoxycarbonylamino)-5-[7-fluoro-1-oxo-6-[5-(trifluoromethyl)pyrimidin-2-yl]-2-isoquinolyl]pentanoic acid